ClC1=C(C=CC(=C1)F)C1=CC=NC2=CC(=CC=C12)O[C@@H](C(=O)N1C[C@H](CCC1)C#N)C (3S)-1-[(2R)-2-[[4-(2-chloro-4-fluoro-phenyl)-7-quinolyl]oxy]propanoyl]piperidine-3-carbonitrile